4-(2-(3-(1-(2-cyanopyrimidin-4-yl)cyclopentyl)ureido)ethyl)benzenesulfonamide C(#N)C1=NC=CC(=N1)C1(CCCC1)NC(NCCC1=CC=C(C=C1)S(=O)(=O)N)=O